3-hydroxy-4-(4-((1-methylpiperidin-3-yl)amino)pyrido[3,4-d]pyridazin-1-yl)benzonitrile OC=1C=C(C#N)C=CC1C1=C2C(=C(N=N1)NC1CN(CCC1)C)C=NC=C2